C1(=CC=CC=C1)C=1C(=C(C2=C(SC3=C2C=CC=C3)C1)C=1C(=C(C=CC1)C1=CC=CC=C1)C1=NN=NC(=C1C1=CC=CC=C1)C1=CC=CC=C1)C1=CC=CC=C1 (diphenyldibenzothiophenyl)(diphenyltriazinyl)biphenyl